CN1N=CC(=C1)C#CC=1C=CC=C2C=C(N(C(C12)=O)C1=CC=CC=C1)[C@H](C)NC(=O)C=1C(=NN2C1N=CC=C2)NS(=O)(=O)N2CCCC2 (S)-N-(1-(8-((1-methyl-1H-pyrazol-4-yl)ethynyl)-1-oxo-2-phenyl-1,2-dihydroisoquinolin-3-yl)ethyl)-2-(pyrrolidin-1-ylsulfonylamino)pyrazolo[1,5-a]pyrimidine-3-carboxamide